FC=1C(=NC=C(C1)OCCOC([2H])([2H])[2H])N1CCNCC1 1-(3-fluoro-5-{2-[(2H3)methyloxy]ethoxy}pyridin-2-yl)piperazine